BrC=1C(=C(C(=O)O)C=C(C1)F)OC 3-bromo-5-fluoro-2-methoxybenzoic acid